ClC=1C(=C(CN2[C@@H](C[C@@](CC2)(C(=O)O)CC2=NC(=C(C=C2F)C)NC2=NNC(=C2)C)C)C=CC1)F (2R,4R)-1-(3-chloro-2-fluorobenzyl)-4-((3-fluoro-5-methyl-6-((5-methyl-1H-pyrazol-3-yl)amino)pyridin-2-yl)methyl)-2-methyl-piperidine-4-carboxylic acid